(R)-4-(3-(5-(3-hydroxy-1-methyl-2-oxopyrrolidin-3-yl)isoxazol-3-yl)phenyl)-6-methoxypyridineamide O[C@@]1(C(N(CC1)C)=O)C1=CC(=NO1)C=1C=C(C=CC1)C1=CC(=NC(=C1)OC)C(=O)N